3-((4-methoxybenzyl)oxy)butyraldehyde COC1=CC=C(COC(CC=O)C)C=C1